ethyl 3,3-dimethylindole-2-carboxylate CC1(C(=NC2=CC=CC=C12)C(=O)OCC)C